ClC=1C(N(C=C(C1C)C1=C(C2=NC(=CC=C2N1)C1CCN(CC1)C(CN(C)C)=O)C(C)C)C)=O 3-chloro-5-(5-(1-(dimethylaminoacetyl)piperidin-4-yl)-3-isopropyl-1H-pyrrolo[3,2-b]Pyridin-2-yl)-1,4-dimethylpyridin-2(1H)-one